N1=C(C=CC=C1)CN(CC1=NC=CC=C1)CC1=C(C(=CC(=C1)C)OC)O 2-((Bis(pyridin-2-ylmethyl)amino)methyl)-6-methoxy-4-methylphenol